(4,4-difluoro-1-piperidyl)-(6-fluoro-5-hydroxy-2-naphthyl)methanone FC1(CCN(CC1)C(=O)C1=CC2=CC=C(C(=C2C=C1)O)F)F